COC=1N=C2C(=CC=NC2=CC1OC)OC1=C(C=C(C=C1)NC(=O)C=1C(=NC(=C(C1O)C=1SC=CC1C)C)C)F N-[4-[(6,7-dimethoxy-1,5-naphthyridin-4-yl)oxy]-3-fluorophenyl]-4-hydroxy-2,6-dimethyl-5-(3-methylthiophen-2-yl)pyridine-3-carboxamide